((2S,5R)-6-(((3-ethoxy-2,2-dimethyl-3-oxopropoxy)sulfonyl)oxy)-7-oxo-1,6-diazabicyclo[3.2.1]octane-2-carboxamide) methylcyclopropanecarboxylate COC(=O)C1CC1.C(C)OC(C(COS(=O)(=O)ON1[C@@H]2CC[C@H](N(C1=O)C2)C(=O)N)(C)C)=O